(1,1-dioxo-1,2-dihydro-3H-1λ6-1,3-benzothiazole-3-yl)methanone O=S1(CN(C2=C1C=CC=C2)C=O)=O